Cl.N[C@H](C)C=1C=C(C#N)C=CC1 (R)-3-(1-aminoethyl)benzonitrile hydrochloride Salt